2-((5-(4-chloro-2-fluoro-phenyl)-3-methyl-triazol-4-yl)methyl)-5-(6-methoxy-5-methyl-3-pyridyl)pyridazin-3-one ClC1=CC(=C(C=C1)C1=C(N(N=N1)C)CN1N=CC(=CC1=O)C=1C=NC(=C(C1)C)OC)F